FC[C@H](CN(CC[C@@H](C(=O)O)NC(=O)C1(CC1)C1=NC(=NC2=CC=CC=C12)C)CCCCC1=NC=2NCCCC2C=C1)OC (S)-4-(((S)-3-fluoro-2-methoxypropyl)(4-(5,6,7,8-tetrahydro-1,8-naphthyridin-2-yl)butyl)amino)-2-(1-(2-methylquinazolin-4-yl)cyclopropane-1-carboxamido)butanoic acid